(R)-N-((R)-2-(difluoromethoxy)-1-(3-(difluoromethoxy)phenyl)ethyl)-3-(1-ethylcyclopropyl)-3-hydroxypropionamide FC(OC[C@@H](C1=CC(=CC=C1)OC(F)F)NC(C[C@@H](O)C1(CC1)CC)=O)F